CC1=NC2=CC=CC=C2C(=C1)C=1C=NN(C1)COCC[Si](C)(C)C 2-methyl-4-(1-((2-(trimethylsilyl)ethoxy)methyl)-1H-pyrazol-4-yl)quinoline